FC(F)(F)[Si](C)(C)C trifluoromethyl-trimethylsilane